2-((5-bromopyrimidin-2-yl)amino)-4-((2,2-difluoroethyl)(4-(5,6,7,8-tetrahydro-1,8-naphthyridin-2-yl)butyl)amino)butanoic acid BrC=1C=NC(=NC1)NC(C(=O)O)CCN(CCCCC1=NC=2NCCCC2C=C1)CC(F)F